ClC1=CC=C(C=C1)C1=CN=C(O1)C(CCCNC(CF)=N)NC(=O)C1=CC2=CC=C(C=C2C=C1)N(C)C N-(1-(5-(4-Chlorophenyl)oxazol-2-yl)-4-(2-fluoroacetimidamido)butyl)-6-(dimethylamino)-2-naphthamide